1-tert-Butoxycarbonyl-1,3-bis(4-aminophenylethyl)urea C(C)(C)(C)OC(=O)N(C(=O)NCCC1=CC=C(C=C1)N)CCC1=CC=C(C=C1)N